6-methyl-3,4-di(thiophen-3-yl)-5,6-dihydropyridin-2(1H)-one CC1CC(=C(C(N1)=O)C1=CSC=C1)C1=CSC=C1